4-n-amyl-4'-cyanobiphenyl C(CCCC)C1=CC=C(C=C1)C1=CC=C(C=C1)C#N